1,1-dimethylethyl N-[(1R,2R,4S)-2-[1,1-dimethylethyl(dimethyl)silyl]oxy-4-(6-fluoropyridine-3-carbonyl)cyclohexyl]-N-methylcarbamate CC(C)(C)[Si](O[C@H]1[C@@H](CC[C@@H](C1)C(=O)C=1C=NC(=CC1)F)N(C(OC(C)(C)C)=O)C)(C)C